The molecule is a branched amino oligosaccharide that is a pentadecasaccharide derivative consisting of a linear trisaccharide of beta-D-mannose and two N-acetyl-beta-D-glucosamine residues (one of which is at the reducing end) all linked in sequence (1->4), to the mannosyl residue of which are linked (1->3) and (1->6) two N-glycoloyl-alpha-neuraminyl-(2->3)-beta-D-galactosyl-(1->4)-N-acetyl-beta-D-glucosaminyl-(1->3)-beta-D-galactosyl-(1->4)-N-acetyl-beta-D-glucosaminyl-(1->2)-alpha-D-mannosyl linear hexasaccharide units. It is an amino oligosaccharide and a glucosamine oligosaccharide. CCC(=O)N[C@@H]1[C@H](C[C@@](O[C@H]1[C@@H]([C@@H](CO)O)O)(C(=O)O)O[C@H]2[C@H]([C@H](O[C@H]([C@@H]2O)O[C@@H]3[C@H](O[C@H]([C@@H]([C@H]3O)NC(=O)C)O[C@H]4[C@H]([C@H](O[C@H]([C@@H]4O)O[C@@H]5[C@H](O[C@H]([C@@H]([C@H]5O)NC(=O)C)O[C@H]6[C@H]([C@@H]([C@H](O[C@@H]6OC[C@@H]7[C@H]([C@@H]([C@@H]([C@@H](O7)O[C@@H]8[C@H](O[C@H]([C@@H]([C@H]8O)NC(=O)C)O[C@@H]9[C@H](O[C@H]([C@@H]([C@H]9O)NC(=O)C)O)CO)CO)O)O[C@@H]1[C@H]([C@H]([C@@H]([C@H](O1)CO)O)O)O[C@H]1[C@@H]([C@H]([C@@H]([C@H](O1)CO)O[C@H]1[C@@H]([C@H]([C@H]([C@H](O1)CO)O)O[C@H]1[C@@H]([C@H]([C@@H]([C@H](O1)CO)O[C@H]1[C@@H]([C@H]([C@H]([C@H](O1)CO)O)O[C@@]1(C[C@@H]([C@H]([C@@H](O1)[C@@H]([C@@H](CO)O)O)NC(=O)CC)O)C(=O)O)O)O)NC(=O)C)O)O)NC(=O)C)O)CO)O)O)CO)CO)O)CO)CO)O)O